CC1=NOC(=C1C1=CC=C2C=3N(C(COC31)(C3=NC=CC=C3)CC)C(N2)=O)C 7-(3,5-dimethylisoxazol-4-yl)-4-ethyl-4-pyridin-2-yl-4,5-dihydroimidazo[1,5,4-de][1,4]benzoxazin-2(1H)-one